C(C)(C)(C)OC(=O)N1C2(CC([C@@H]1[C@@H](O)C1=C(C(=CC=C1)\N=N\N1CCCC1)F)C2)C.BrC2=NC=CC(=C2)CC(C)(O)[2H] (2-bromopyridin-4-yl)propan-2-ol-2-d tert-butyl-(R)-3-((S)-(2-fluoro-3-((E)-pyrrolidin-1-yldiazenyl)phenyl)(hydroxy)methyl)-1-methyl-2-azabicyclo[2.1.1]hexane-2-carboxylate